2-isobutyl-4-methylenetetrahydropyran C(C(C)C)C1OCCC(C1)=C